ClC=1C(=CC(=C(C1)S(=O)(=O)N(C=1SC=CN1)CC1=C(C=C(C=C1)OC)OC)F)N[C@@H](C)C1=C(C=C(C=C1)F)F (S)-5-chloro-4-((1-(2,4-difluorophenyl)ethyl)amino)-N-(2,4-dimethoxybenzyl)-2-fluoro-N-(thiazol-2-yl)benzenesulfonamide